NC=1C(C=C(C(C1)=O)NC1=CC=C(C=C1)NCCCN1C=[N+](C=C1)C)=NC1=CC=C(C=C1)NCCCN1CN(C=C1)C 1-(3-{[4-({2-Amino-5-[(4-{[3-(3-methyl-1H-imidazol-3-ium-1-yl)propyl]amino}phenyl)-amino]-4-oxocyclohexa-2,5-dien-1-yliden}amino)phenyl]-amino}propyl)-3-methyl-1H-imidazol